CC1(OB(OC1(C)C)C=1CCN(CC1)C(=O)C12CC(C1)(C2)C#N)C 3-(4-(4,4,5,5-tetramethyl-1,3,2-dioxaborolan-2-yl)-1,2,3,6-tetrahydropyridine-1-carbonyl)bicyclo[1.1.1]pentane-1-carbonitrile